C(CCC)C1=CC=C(C=C1)NC(OC)=O methyl 4-butylphenylcarbamate